(3S,4R)-4-((7-(5-(2,2-difluoroethyl)-6-methoxypyridin-2-yl)-5-fluoropyrrolo[2,1-f][1,2,4]triazin-2-yl)amino)tetrahydro-2H-pyran-3-ol FC(CC=1C=CC(=NC1OC)C1=CC(=C2C=NC(=NN21)N[C@H]2[C@@H](COCC2)O)F)F